ClC1=NC=NC2=CC(=C(C=C12)OCCCN1CCOCC1)OC 4-chloro-7-methoxy-6-[3-(4-morpholinyl)propoxy]quinazoline